FC1=CC=C(C=C1)C1=C(C=C2C=NC(N3C2=C1SCC3COC)=O)C(F)(F)F 10-(4-fluorophenyl)-3-(methoxymethyl)-9-(trifluoromethyl)-2,3-dihydro-5H-[1,4]thiazino[2,3,4-ij]quinazolin-5-one